C1=NC=C(C2=CC=CC=C12)N1C(N(C[C@@H]1C#N)C1CC2(C1)CCC2)=O |r| Racemic-3-(isoquinolin-4-yl)-2-oxo-1-(spiro[3.3]heptan-2-yl)imidazolidine-4-carbonitrile